CC1=C(SC(=C1)C)C1NCCC2=CC(=CC=C12)F (3,5-dimethylthiophen-2-yl)-6-fluoro-1,2,3,4-tetrahydroisoquinoline